(2S)-2-(tert-butoxycarbonyl-amino)-3,3-dicyclopropyl-propanoic acid C(C)(C)(C)OC(=O)N[C@H](C(=O)O)C(C1CC1)C1CC1